2-(4-(3-methoxyphenyl)piperazin-1-yl)benzo[d]thiazole-6-carboxylic acid COC=1C=C(C=CC1)N1CCN(CC1)C=1SC2=C(N1)C=CC(=C2)C(=O)O